1-(2,3-Dihydrobenzo[1,4]dioxin-2-ylmethyl)-3-(2-methoxyphenyl)piperidine O1C(COC2=C1C=CC=C2)CN2CC(CCC2)C2=C(C=CC=C2)OC